N-(4-chlorophenyl)-N-(2-(4-(thiophen-2-ylmethyl)piperazin-1-yl)ethyl)acrylamide ClC1=CC=C(C=C1)N(C(C=C)=O)CCN1CCN(CC1)CC=1SC=CC1